C(C)(C)(C)OC(=O)N([C@H](C(=O)O)CC=1C(=NC=C(C1)Cl)OC1CCC1)C (S)-2-((tert-butoxycarbonyl)(methyl)amino)-3-(5-chloro-2-cyclobutoxypyridin-3-yl)propanoic acid